Ethylformat C(C)OC=O